N1C(=NCCC1)N 1,4,5,6-tetrahydropyrimidin-2-ylamine